4-((3-fluoro-4-methoxybenzyl)(2-(2-(tetrahydrofuran-3-yl)-6,8-dioxa-2-azaspiro[3.5]nonan-7-yl)ethyl)amino)benzonitrile FC=1C=C(CN(C2=CC=C(C#N)C=C2)CCC2OCC3(CN(C3)C3COCC3)CO2)C=CC1OC